ClC1=NC(=CC(=C1)C(F)C1CC1)Cl 2,6-Dichloro-4-(cyclopropylfluoromethyl)pyridine